ClC1=NC=CC(=C1[N+](=O)[O-])N[C@H]1CN(CCC1)C(=O)OC(C)(C)C tert-butyl (R)-3-((2-chloro-3-nitropyridin-4-yl)amino)piperidine-1-carboxylate